C1(CCC1)NC(=O)C1=NC=C(N=C1)N1[C@H](C2=C(CC1)NC=N2)C2=NN1C(C(=CC=C1)C(F)(F)F)=C2 (R)-N-cyclobutyl-5-(4-(4-(trifluoromethyl)pyrazolo[1,5-a]pyridin-2-yl)-1,4,6,7-tetrahydro-5H-imidazo[4,5-c]pyridin-5-yl)pyrazine-2-carboxamide